Ethyl 2-(4-tert-butylphenyl)-4H-pyrrolo[2,3-d]thiazole-5-carboxylate C(C)(C)(C)C1=CC=C(C=C1)C=1SC2=C(N1)NC(=C2)C(=O)OCC